N-(5-(5-((1R,3R)-3-cyanocyclobutoxy)benzo[d]oxazol-2-yl)-8-(methylamino)-2,7-naphthyridin-3-yl)cyclopropanecarboxamide C(#N)C1CC(C1)OC=1C=CC2=C(N=C(O2)C2=C3C=C(N=CC3=C(N=C2)NC)NC(=O)C2CC2)C1